C(C(C)C)(=O)N1CC2(CC2)C(C1CC=1C=C(C=CC1)C1=C(C=CC=C1)C)NS(=O)(=O)C N-(5-isobutyryl-6-((2'-methyl-[1,1'-biphenyl]-3-yl)methyl)-5-azaspiro[2.4]heptan-7-yl)methanesulfonamide